O1CCCC12CC(NCC2)C2=CC=C(C#N)C=C2 4-(1-oxa-8-azaspiro[4.5]decan-7-yl)benzonitrile